FC1(C[C@H]2CC(C[C@H]2C1)NC(=O)C=1C=CC(=C(C1)C#CC1=CN=C(N1C)C(=O)NC)C)F 5-[2-(5-{[(2R,3aR,6aS)-5,5-difluoro-octahydropentalen-2-yl]carbamoyl}-2-methylphenyl)ethynyl]-N,1-dimethyl-1H-imidazole-2-carboxamide